3-bromo-1-methyl-1H-indazol-6-amine BrC1=NN(C2=CC(=CC=C12)N)C